D-3-bromo-6-(methylamino)pyridine-2-carboxylic acid methyl ester COC(=O)C1=NC(=CC=C1Br)NC